4-[[(7R)-8-cyclopentyl-7-ethyl-5-methyl-6-oxo-7H-pteridin-2-yl]amino]-3-methoxy-N-[3-[4-[3-(methylamino)propyl]piperazin-1-yl]propyl]benzamide C1(CCCC1)N1[C@@H](C(N(C=2C=NC(=NC12)NC1=C(C=C(C(=O)NCCCN2CCN(CC2)CCCNC)C=C1)OC)C)=O)CC